C(CCCCCCCCCCCCCCCCCCCCCC(C)C)NC(=O)N isopentacosyl-urea